NC=1N=CN(C(C1C(=O)NC=1C=C(C=NC1)[C@H](COCC)NC(OC(C)(C)C)=O)=O)C1=C(C=C(C=C1C)COC)C tert-butyl (R)-(1-(5-(4-amino-1-(4-(methoxymethyl)-2,6-dimethylphenyl)-6-oxo-1,6-dihydropyrimidine-5-carboxamido)pyridin-3-yl)-2-ethoxyethyl)carbamate